ClC1=NC(=CC(=C1)CN1CC(C(CC1)(F)F)C)C(F)(F)F 2-Chloro-4-((4,4-difluoro-3-methylpiperidin-1-yl)methyl)-6-(trifluoromethyl)-pyridine